P(=S)([O-])([O-])[O-].[Na+].[Na+].[Na+] SODIUM THIOPHOSPHATE